N-(furan-2-ylmethyl)-6-methylthieno[3,2-c][1,2]thiazol-3-amine O1C(=CC=C1)CNC1=C2C(=NS1)C(=CS2)C